FC=1C=C2CC[C@H](C2=CC1)N[S@](=O)C(C)(C)C (R)-N-((R)-5-fluoro-2,3-dihydro-1H-inden-1-yl)-2-methylpropan-2-sulfinamide